7-(dibenzo[b,d]thiophen-4-yl)-1-(2-morpholinoethyl)-3,4-dihydro-quinolin-2(1H)-one C1=CC=C(C=2SC3=C(C21)C=CC=C3)C3=CC=C2CCC(N(C2=C3)CCN3CCOCC3)=O